C(C)(C)N1CCC(CC1)NC1=NC=NC2=CC=C(C=C12)OC N-(1-isopropylpiperidine-4-yl)-6-methoxyquinazoline-4-amine